(2Z,4E,6E,8E)-3,7-dimethyl-N-phenyl-9-(2,6,6-trimethyl-3-methylenecyclohex-1-en-1-yl)nona-2,4,6,8-tetraenamide C/C(=C/C(=O)NC1=CC=CC=C1)/C=C/C=C(/C=C/C1=C(C(CCC1(C)C)=C)C)\C